11-((N-(2,2-bis(Pentylthio)acetyl)-N-methylglycyl)oxy)-6-oxoundecyl 3-hexyl-undecanoate C(CCCCC)C(CC(=O)OCCCCCC(CCCCCOC(CN(C)C(C(SCCCCC)SCCCCC)=O)=O)=O)CCCCCCCC